N-[3-(2-ethoxypyridin-3-yl)-1-[[2-(trimethylsilyl)ethoxy]methyl]pyrrolo[2,3-b]pyridin-6-yl]cyclopropanecarboxamide C(C)OC1=NC=CC=C1C1=CN(C2=NC(=CC=C21)NC(=O)C2CC2)COCC[Si](C)(C)C